[Br-].C(CCCCCCC)C1=NC=CC2=CC=CC=C12 octyl-isoquinoline bromide